BrC=1C(=C(C=CC1)C1=C(C=C(C=C1C)C)C)N=C(NC(C)C)NC(C)C 2-(3-Bromo-2',4',6'-trimethyl-[1,1'-biphenyl]-2-yl)-1,3-diisopropylguanidine